[Na+].[Na+].O[B-]1(CCC=2C=CC(=C(C2O1)C(=O)O)OC1CN(C1)C(=O)C1NCCCC1)O.O[B-]1(CCC=2C=CC(=C(C2O1)C(=O)O)OC1CN(C1)C(=O)C1NCCCC1)O 4,4-dihydroxy-8-{[1-(piperidine-2-carbonyl)azetidin-3-yl]oxy}-5-oxa-4-boranuidabicyclo[4.4.0]deca-1(6),7,9-triene-7-carboxylic acid disodium salt